2-trifluoroethylidene carbonate C1(OC(C(F)(F)F)O1)=O